2-(3,4-dichlorophenyl)ethan-1-amine hydrochloride Cl.ClC=1C=C(C=CC1Cl)CCN